m-(2-amino-6-{1-[(3-methyl-2-pyridinyl)methyl]-1H-1,2,3-triazol-4-yl}-4-pyrimidinyl)benzonitrile NC1=NC(=CC(=N1)C=1C=C(C#N)C=CC1)C=1N=NN(C1)CC1=NC=CC=C1C